C(#N)[C@H](C[C@H]1C(NCCC1)=O)NC(=O)[C@H]1N(C[C@@H]2CCCC[C@H]12)C(=O)C=1NC2=CC=CC(=C2C1)OC (1S,3aR,7aS)-N-[(1S)-1-cyano-2-[(3S)-2-oxo-3-piperidyl]ethyl]-2-(4-methoxy-1H-indole-2-carbonyl)-1,3,3a,4,5,6,7,7a-octahydroisoindole-1-carboxamide